2,4-diaminopurine NC=1N=CC2=NC=NC2(N1)N